5-(bromomethyl)thiazole-4-carboxylic acid ethyl ester C(C)OC(=O)C=1N=CSC1CBr